S1(N=NC=C1)=O thiadiazole S-oxide